C(C)OC1=C(OCC2CN(CCO2)C(=O)OCOC([C@H](N)C(C)C)=O)C=CC=C1 ((D-valyl)oxy)methyl 2-((2-ethoxyphenoxy)methyl)morpholine-4-carboxylate